1-hydroxyoctadecyl ether OC(CCCCCCCCCCCCCCCCC)OC(CCCCCCCCCCCCCCCCC)O